C(C)(C)(C)NS(=O)(=O)C1=CC(=CC=C1)CCCCOCCCCCCNC[C@H](O)C1=CC(=C(C=C1)O)NC=O N-(t-butyl)-3-(4-{[6-({(2R)-2-[3-(formylamino)-4-hydroxyphenyl]-2-hydroxyethyl}amino)hexyl]-oxy}butyl)benzenesulfonamide